BrC(C(=O)NC=1C=NC(=C(C1)C(F)(F)F)C#N)(C)C 2-bromo-N-(6-cyano-5-(trifluoromethyl)pyridin-3-yl)-2-methylpropanamide